FC1=CC(=C(C=C1)C=1N=NC(=C2C1SC=C2)C=2C=C1CCN(CC1=CC2)C(=O)OC(C)(C)C)OCCOCCNC(=O)OC2CNCC2 tert-butyl 6-(7-(4-fluoro-2-(2-(2-(((pyrrolidin-3-yloxy)carbonyl)amino)ethoxy)ethoxy)phenyl)thieno[2,3-d]pyridazin-4-yl)-3,4-dihydroisoquinoline-2(1H)-carboxylate